allyl-α-amino-butanoic acid C(C=C)C(C(=O)O)(CC)N